[C].BrC1=CC2=C(C=3N(CCN2)C=C(N3)N3COC=C3C(F)F)C=C1 (S)-3-(9-bromo-6,7-dihydro-5H-benzo[f]imidazo[1,2-d][1,4]diazepin-2-yl)-4-(difluoromethyl)oxazol carbon